C1(CC1)C=1C=CC(=NC1F)[C@@H](NC(=O)[C@H]1N(C[C@@H](C1)F)C(CC1=CNC(C(=C1)C)=O)=O)C1=CC=CC=C1 (2S,4R)-N-[(S)-(5-cyclopropyl-6-fluoropyridin-2-yl)(phenyl)methyl]-4-fluoro-1-[2-(5-methyl-6-oxo-1,6-dihydropyridin-3-yl)acetyl]pyrrolidine-2-carboxamide